C(C)N1CCNCC1 N-ethyl-piperazine